ClC1=NC=CC(=C1)C1=NN2C(NC(=C(C2=O)C=2C=C3C=CC=NC3=CC2)C)=C1C1=CC=CC=C1 2-(2-Chloropyridin-4-yl)-5-methyl-3-phenyl-6-(quinolin-6-yl)pyrazolo[1,5-a]pyrimidin-7(4H)-one